C1=CC=CC=2C3=CC=CC=C3N(C12)C[C@H](CN1C(CC[C@@H](C1)C)=O)O (S)-1-((R)-3-(9H-carbazol-9-yl)-2-hydroxypropyl)-5-methylpiperidin-2-one